(1'-pyrrolidinomethyl)triazole N1(CCCC1)CC=1N=NNC1